5'-(2,6-dichloro-4-nitrophenoxy)-7'-fluorospiro[cyclobutane-1,3'-indoline] ClC1=C(OC=2C=C3C4(CNC3=C(C2)F)CCC4)C(=CC(=C1)[N+](=O)[O-])Cl